benzyl (R)-(3-(5,5-dimethylpyrrolidin-3-yl)propyl)carbamate CC1(C[C@H](CN1)CCCNC(OCC1=CC=CC=C1)=O)C